methyl 8-amino-5-(4-((1R)-1-hydroxyethyl)phenyl)-3-isopropoxy-6-oxo-5,6-dihydropyrido[2,3-b]pyrazine-7-carboxylate NC1=C(C(N(C2=NC(=CN=C21)OC(C)C)C2=CC=C(C=C2)[C@@H](C)O)=O)C(=O)OC